Cl.Cl.ClC1=CC(=C(C=C1)C(C(C)C)N1[C@@H](CN[C@H](C1)C)C)F (2R,5S)-1-(1-(4-chloro-2-fluorophenyl)-2-methylpropyl)-2,5-dimethylpiperazine dihydrochloride